(R)-3-(2-oxo-3-(4-phenylthiazol-2-yl)imidazolidin-1-yl)pyrrolidine-1-carbonitrile O=C1N(CCN1C=1SC=C(N1)C1=CC=CC=C1)[C@H]1CN(CC1)C#N